tert-butyl (R)-9-chloro-10-nitro-1,2,4,4a,5,6-hexahydro-3H,12H-benzo[b]pyrazino[1,2-e][1,5]oxazocine-3-carboxylate ClC=1C(=CC2=C(OCC[C@H]3N(C2)CCN(C3)C(=O)OC(C)(C)C)C1)[N+](=O)[O-]